4-isobutyl-2-(4-((4-methyl-3-oxo-3,4-dihydroquinoxalin-2-yl)methyl)piperazin-1-yl)benzonitrile C(C(C)C)C1=CC(=C(C#N)C=C1)N1CCN(CC1)CC1=NC2=CC=CC=C2N(C1=O)C